(S)-4-hydroxyazepan O[C@@H]1CCNCCC1